isobutyl-2-oxobutanoate C(C(C)C)OC(C(CC)=O)=O